4-(5-methylpyridin-2-yl)-N-(pyridin-4-ylmethyl)-benzenesulfonamide CC=1C=CC(=NC1)C1=CC=C(C=C1)S(=O)(=O)NCC1=CC=NC=C1